ClC1=C2ON=C3CCC=4C=C(C=CC4C4=C(C=C(C(NS(C(=C1O)C=C23)(=O)=O)=C4)OC)F)F 21-Chloro-7,12-difluoro-5-methoxy-2,2-dioxo-19-oxa-2λ6-thia-3,18-diazapentacyclo[15.5.2.14,8.09,14.020,24]pentacosa-1(22),4(25),5,7,9(14),10,12,17,20,23-decaen-22-ol